5-(4-(1-ethyl-4-(trifluoromethyl)-1H-imidazol-2-yl)benzyl)-3-(2-isopropylphenyl)pyrrole C(C)N1C(=NC(=C1)C(F)(F)F)C1=CC=C(CC2=CC(=CN2)C2=C(C=CC=C2)C(C)C)C=C1